12-dodecanol dimethacrylate C(C(=C)C)(=O)O.C(C(=C)C)(=O)O.CCCCCCCCCCCCO